1-isocyanoundecane [N+](#[C-])CCCCCCCCCCC